methyl 5-(4-methyl-1,4-diazepan-1-yl)pyrazine-2-carboxylate CN1CCN(CCC1)C=1N=CC(=NC1)C(=O)OC